benzyl 4-O-(2,5-dichloro-6-methoxybenzoyl)-α-L-arabinopyranoside ClC1=C(C(=O)O[C@@H]2[C@@H]([C@H]([C@H](OCC3=CC=CC=C3)OC2)O)O)C(=C(C=C1)Cl)OC